(R)-(2-(benzofuran-3-yl)-1-(2-oxo-2-(pyridazin-3-ylamino)acetamido)ethyl)boronic acid O1C=C(C2=C1C=CC=C2)C[C@H](NC(C(NC=2N=NC=CC2)=O)=O)B(O)O